tri(tert-butyl propionylacetate) iron [Fe+3].C(C)(C)(C)C(C(=O)[O-])C(CC)=O.C(C)(C)(C)C(C(=O)[O-])C(CC)=O.C(C)(C)(C)C(C(=O)[O-])C(CC)=O